2-amino-6-borono-2-(3-(dimethylamino)propyl)hexanoic acid NC(C(=O)O)(CCCCB(O)O)CCCN(C)C